5-chloro-6-iodo-2-methyl-3H-1,3-benzodiazole ClC1=CC2=C(N=C(N2)C)C=C1I